1-{6-[(S)-3-pyrrolidinylamino]-2-pyridyl}-2-allyl-6-(1-methyl-1H-indazol-5-ylamino)-1,2-dihydro-3H-1,2,5,7-tetraazainden-3-one N1C[C@H](CC1)NC1=CC=CC(=N1)N1N(C(C2=CN=C(N=C12)NC=1C=C2C=NN(C2=CC1)C)=O)CC=C